FC(OC1=C(C=C(C=C1)C=1OC(=C(N1)C(=O)O)C)C1=CC=CC=C1)F 2-[4-(difluoromethoxy)-3-phenyl-phenyl]-5-methyl-oxazole-4-carboxylic acid